1-chloro-7-(3-iodophenyl)-2,6-naphthyridine ClC1=NC=CC2=CN=C(C=C12)C1=CC(=CC=C1)I